C1=CC=C2C(=C1)C(=CN2)C(C(COP(=O)([O-])[O-])O)O The molecule is an organophosphate oxoanion resulting the from removal of two protons from the phosphate group of 1-C-(indol-3-yl)glycerol 3-phosphate. It has a role as a Saccharomyces cerevisiae metabolite. It is a conjugate base of a 1-C-(indol-3-yl)glycerol 3-phosphate.